tert-butyl (S)-(1-(5-(4-(4-(dimethylamino)piperidin-4-yl)phenyl)-3-methylthiophene-2-carbonyl)pyrrolidin-3-yl)carbamate CN(C1(CCNCC1)C1=CC=C(C=C1)C1=CC(=C(S1)C(=O)N1C[C@H](CC1)NC(OC(C)(C)C)=O)C)C